(2r,4r)-2-((1s,5r)-1-(4-(tert-butyl)phenyl)-3-azabicyclo[3.1.0]hexane-3-carbonyl)-5-azaspiro[3.4]octane-6-one C(C)(C)(C)C1=CC=C(C=C1)[C@]12CN(C[C@@H]2C1)C(=O)C1CC2(C1)NC(CC2)=O